8-[(1R)-1-[2-(difluoromethyl)-4-fluoro-anilino]ethyl]-3,6-dimethyl-2-morpholino-quinazolin-4-one FC(C1=C(N[C@H](C)C=2C=C(C=C3C(N(C(=NC23)N2CCOCC2)C)=O)C)C=CC(=C1)F)F